N1(N=CC=C1)C1=CC2=C(N=C(S2)NC2=NC=CC(=C2)CN2CCCC2)C=C1 2-((6-(pyrazol-1-yl)benzo[d]thiazol-2-yl)amino)-4-(pyrrolidin-1-ylmethyl)pyridine